2-Bromo-7-iodo-9,9-dioctyl-9H-fluorene BrC1=CC=2C(C3=CC(=CC=C3C2C=C1)I)(CCCCCCCC)CCCCCCCC